FC1(CN(C1)C1=NC=CC(=C1)C#N)F 2-(3,3-difluoroazetidin-1-yl)pyridine-4-carbonitrile